2-bromo-1-(5-(5-(trifluoromethyl)-1,2,4-oxadiazol-3-yl)pyridin-2-yl)ethan-1-one BrCC(=O)C1=NC=C(C=C1)C1=NOC(=N1)C(F)(F)F